FC(C(=O)O)(F)F.[N+](=O)([O-])C=1C=C(C=CC1)C=1CCNCC1 4-(3-nitrophenyl)-1,2,3,6-tetrahydropyridine trifluoroacetic acid salt